CC1=CC=C(OC2=C(C#N)C=CC=C2)C=C1 (4-methylphenoxy)benzonitrile